FC(C(C(C(C(C(C(C(C(C(F)(F)F)(F)F)(F)F)(F)F)(F)F)(F)F)(F)F)(F)F)(F)F)(F)S perfluorodecyl mercaptan